1-tert-butyl 2-methyl 2-allyl-6-methoxyindoline-1,2-dicarboxylate C(C=C)C1(N(C2=CC(=CC=C2C1)OC)C(=O)OC(C)(C)C)C(=O)OC